C1(CCC1)C=1C=CC=C2C(=CC(=NC12)C=1C=C2CN(C(C2=CC1)=O)C1C(NC(CC1)=O)=O)CN1CCCC1 3-(5-(8-cyclobutyl-4-(pyrrolidin-1-ylmethyl)quinolin-2-yl)-1-oxoisoindolin-2-yl)piperidine-2,6-dione